S(=O)(=O)(OCCC[C@@H](C)[C@H]1CC[C@H]2[C@@H]3CC[C@H]4CCCC[C@]4(C)[C@H]3CC[C@]12C)[O-] 5alpha-cholan-24-yl sulfate